oxybis(2-(sec-amyl)cyclohexylamine) O(NC1C(CCCC1)C(C)CCC)NC1C(CCCC1)C(C)CCC